C1(CC1)CS(=O)(=O)NC1=NC=C(C(=C1F)NC=1C(=C2C(N(C=NC2=CC1)C)=O)C)F 1-cyclopropyl-N-(4-((3,5-dimethyl-4-oxo-3,4-dihydroquinazolin-6-yl)amino)-3,5-difluoropyridin-2-yl)methanesulfonamide